5,6-diphenylbenzo[c][2,1]benzazaphosphinine-6-oxide C1(=CC=CC=C1)N1P(C2=C(C3=C1C=CC=C3)C=CC=C2)(C2=CC=CC=C2)=O